6-aminoanthraquinone NC=1C=C2C(C=3C=CC=CC3C(C2=CC1)=O)=O